CC1(C2C(C=CC1C2)=C)C 6,6-Dimethyl-4-methylenebicyclo[3.1.1]hept-2-ene